C(CCCC)C1CCC(CC1)C1CCCCC1C(=C)C 4-pentyl-6'-(prop-1-en-2-yl)-[1,1'-bi(cyclohexane)]